3-(4-fluorophenyl)-2-(3-azaspiro[5.5]undec-8-en-9-yl)pyrazolo[1,5-a]pyrazin-4-amine FC1=CC=C(C=C1)C=1C(=NN2C1C(=NC=C2)N)C2=CCC1(CCNCC1)CC2